tert-butyl 4-(4-chlorophenyl)-4-((3-nitro-4-(trifluoromethoxy)phenyl)sulfonamido)piperidine-1-carboxylate ClC1=CC=C(C=C1)C1(CCN(CC1)C(=O)OC(C)(C)C)NS(=O)(=O)C1=CC(=C(C=C1)OC(F)(F)F)[N+](=O)[O-]